sorbitol penta-stearate C(CCCCCCCCCCCCCCCCC)(=O)O.C(CCCCCCCCCCCCCCCCC)(=O)O.C(CCCCCCCCCCCCCCCCC)(=O)O.C(CCCCCCCCCCCCCCCCC)(=O)O.C(CCCCCCCCCCCCCCCCC)(=O)O.OC[C@H](O)[C@@H](O)[C@H](O)[C@H](O)CO